2-(4-t-butylphenyl)ethanol C(C)(C)(C)C1=CC=C(C=C1)CCO